6-isopropoxy-2-((1S,4S)-1-methyl-2-oxabicyclo[2.2.1]heptan-4-yl)-2H-indazole-5-carboxylic acid C(C)(C)OC=1C(=CC2=CN(N=C2C1)[C@@]12CO[C@@](CC1)(C2)C)C(=O)O